CO\N=C(\C(=O)NC)/C1=C(C(=CC=C1)C)CO/N=C(\C)/C1=CC(=CC=C1)C(F)(F)F (2E)-2-methoxyimino-N-methyl-2-[3-methyl-2-[[(E)-1-[3-(trifluoromethyl)phenyl]ethylidene-amino]oxymethyl]phenyl]acetamide